Vinylmethyl-dimethoxysilan C(=C)C[SiH](OC)OC